9,10-difluoro-6-({[(5-methylpyridin-3-yl)methyl][1-(pyrazin-2-yl)hexahydropyridin-3-yl]amino}methyl)-3,7-dihydro-2H-[1,4]oxazino[2,3,4-ij]quinolin-7-one FC=1C=C2C(C(=CN3C2=C(C1F)OCC3)CN(C3CN(CCC3)C3=NC=CN=C3)CC=3C=NC=C(C3)C)=O